5-amino-N-{4-[(3S)-3-aminopiperidin-1-yl]-7-oxo-6,7-dihydro-5H-cyclopenta[b]pyridin-3-yl}-2-(2,6-difluorophenyl)-1,3-thiazole-4-carboxamide NC1=C(N=C(S1)C1=C(C=CC=C1F)F)C(=O)NC=1C(=C2C(=NC1)C(CC2)=O)N2C[C@H](CCC2)N